N1,N2-bis(4-hydroxy-2,6-dimethylphenyl)-oxalamide OC1=CC(=C(C(=C1)C)NC(C(=O)NC1=C(C=C(C=C1C)O)C)=O)C